OC(C)(C)C1=CC=C(C=N1)C1=CN=C2C(=N1)N(C(CN2)=O)CC2=CC(=CC=C2)C(F)(F)F 7-(6-(2-hydroxypropan-2-yl)pyridin-3-yl)-1-(3-(trifluoromethyl)benzyl)-3,4-dihydropyrazino[2,3-b]pyrazin-2(1H)-one